(2S)-tert-butyl 2-[4-bromo-2-(4-butoxy-4,5-dihydroisoxazol-3-yl) phenoxy]-3-methylbutyrate BrC1=CC(=C(O[C@H](C(=O)OC(C)(C)C)C(C)C)C=C1)C1=NOCC1OCCCC